N-(3-(7-oxo-5,6,7,8-tetrahydro-1,8-naphthyridin-4-yl)phenyl)sulfamide O=C1CCC=2C(=CC=NC2N1)C=1C=C(C=CC1)NS(=O)(=O)N